benzyl(6,6-difluorospiro[3.3]heptan-2-yl)carbamate C(C1=CC=CC=C1)OC(NC1CC2(C1)CC(C2)(F)F)=O